C1C(CC2=CC=CC=C12)N(C(=O)C1=NC(=NC(=C1)NC1=C(C=CC=C1)OC)NC(OC(C)(C)C)=O)C Tert-butyl (4-((2,3-dihydro-1H-inden-2-yl)(methyl)carbamoyl)-6-((2-methoxyphenyl)-amino)pyrimidin-2-yl)carbamate